Carboxy-ibuprofen CC(CC1=CC=C(C=C1)C(C)C(=O)O)C(=O)O